[Na+].C(=O)([O-])CNC(=O)N1C2=CC=C(C=C2SC=2C=C(C=CC12)N(C)C)N(C)C L-10-(carboxymethyl-aminocarbonyl)-3,7-bis(dimethylamino)phenothiazine sodium salt